OC1=CC=C(C=C1)C(=C(CC)C1=CC=C(C=C1)O)C1=CC=C(OCCNCC=2C=C3C(N(C(C3=CC2)=O)C2C(NC(CC2)=O)=O)=O)C=C1 5-(((2-(4-(1,2-bis(4-hydroxyphenyl)but-1-en-1-yl)phenoxy)ethyl)amino)methyl)-2-(2,6-dioxopiperidin-3-yl)isoindoline-1,3-dione